ethyl 7-(isopropoxymethyl)imidazo[1,2-a]pyridine-3-carboxylate C(C)(C)OCC1=CC=2N(C=C1)C(=CN2)C(=O)OCC